methyl-1H-indazole CN1N=CC2=CC=CC=C12